(R)-4-(2-(2,4-dimethyl-3-oxopiperazin-1-yl)ethoxy)benzoic acid methyl ester COC(C1=CC=C(C=C1)OCCN1[C@@H](C(N(CC1)C)=O)C)=O